N(=C=O)CC1(CCCCC1)CN=C=O bis(isocyanatomethyl)cyclohex-ane